FC=1C=C(C(=O)N2CC(C(=CC2)C2=C3C(=NC(=C2)NC(=O)C2CC2)NC=C3)C)C=CN1 N-(4-(1-(2-fluoroisonicotinoyl)-3-methyl-1,2,3,6-tetrahydropyridin-4-yl)-1H-pyrrolo[2,3-b]pyridin-6-yl)cyclopropylcarboxamide